3-hydroxy-2-naphthalenesulfonate OC=1C(=CC2=CC=CC=C2C1)S(=O)(=O)[O-]